trans-((4-(2-Cyclopropyloxazol-4-yl)pyridin-2-yl)((trans-4-(5-methoxy-6-methylpyridin-2-yl)cyclohexyl)methyl)carbamoyl)cyclohexyl 3-(oxetan-3-yl)azetidine-1-carboxylate O1CC(C1)C1CN(C1)C(=O)OC1(CCCCC1)C(N(C[C@@H]1CC[C@H](CC1)C1=NC(=C(C=C1)OC)C)C1=NC=CC(=C1)C=1N=C(OC1)C1CC1)=O